5-(tert-butyl)-1,3,4-oxadiazol-2-amine C(C)(C)(C)C1=NN=C(O1)N